N,N'-dioctylethylenediamine C(CCCCCCC)NCCNCCCCCCCC